C(C)(C)(C)C1=CC=C(C(=O)NCC2=C(C=C(C=C2)B2OC(C(O2)(C)C)(C)C)C)C=C1 4-tert-butyl-N-(2-methyl-4-(4,4,5,5-tetramethyl-1,3,2-dioxaborolan-2-yl)benzyl)benzamide